ClC1=CC=C(CN2C3(CN(C3)C3=CC(N(C=C3)C)=O)C(N(CC2=O)C(C)C)=O)C=C1 5-(4-chlorobenzyl)-8-isopropyl-2-(1-methyl-2-oxo-1,2-dihydropyridin-4-yl)-2,5,8-triazaspiro[3.5]nonane-6,9-dione